3-(cyclopropylsulfanyl)-5-(difluoromethyl)benzonitrile C1(CC1)SC=1C=C(C#N)C=C(C1)C(F)F